C(CCCCCC(C)(C)C)(=O)[O-].[Hg+2].C(CCCCCC(C)(C)C)(=O)[O-] mercuric neodecanoate